F[C@H]1[C@H]2CCC[C@@H](C[C@@H]1OC1=NN=C(S1)C1=C(C=C(C=C1)N1N=CC(=N1)C)O)N2 2-(5-(((1R,2S,3S,5S)-2-fluoro-9-azabicyclo[3.3.1]nonan-3-yl)oxy)-1,3,4-thiadiazol-2-yl)-5-(4-methyl-2H-1,2,3-triazol-2-yl)phenol